N1N=CC(=C1)C1=CC=C(C=C1)NC=1C2=C(N=C(N1)C1=CC=C3C=C(NC3=C1)C(=O)NCC)C=CS2 6-(4-((4-(1H-pyrazol-4-yl)phenyl)amino)thieno[3,2-d]pyrimidin-2-yl)-N-ethyl-1H-indole-2-carboxamide